F[C@H]1CNCC[C@H]1N1N=CC(=C1)NC=1N=C(C2=C(N1)SC=C2C)NC=2C=C(C=CC2)C(C)(C)O 2-(3-((2-((1-((3S,4R)-3-fluoropiperidin-4-yl)-1H-pyrazol-4-yl)amino)-5-methylthieno[2,3-d]pyrimidin-4-yl)amino)phenyl)propan-2-ol